FC(C(=O)O)(F)F.C1(CC1)C=1N=C2N(C=C(C=C2)NC(=O)N2CCC=3C2=NC=CC3N3CCNC2(CC2)C3)C1 N-(2-cyclopropylimidazo[1,2-a]pyridin-6-yl)-4-(4,7-diazaspiro[2.5]octan-7-yl)-2,3-dihydro-1H-pyrrolo[2,3-b]pyridine-1-carboxamide 2,2,2-trifluoroacetate